N,N-diethyl-2,5-cis-dimethylpiperidinium hydroxide [OH-].C(C)[N+]1([C@H](CC[C@H](C1)C)C)CC